FC1=C(C(=O)OC)C=CC(=C1)SCC1=CC=C(C=C1)OC Methyl 2-fluoro-4-[(4-methoxyphenyl)methylsulfanyl]benzoate